CC(C(=O)OCC)C(=O)C1(CCOCC1)C ethyl 2-methyl-3-(4-methyltetrahydro-2H-pyran-4-yl)-3-oxopropanoate